2-(((R)-1-(3-cyano-2-((S)-2-(fluoromethyl)azetidin-1-yl)-7-methyl-4-oxo-4H-pyrido[1,2-a]pyrimidin-9-yl)ethyl)amino)benzoic acid C(#N)C1=C(N=C2N(C1=O)C=C(C=C2[C@@H](C)NC2=C(C(=O)O)C=CC=C2)C)N2[C@@H](CC2)CF